C(CCCCCCC)C1=C(C(=C(C(C(=O)[O-])=C1)C(=O)[O-])CCCCCCCCCC)CCCCCCCC dinormal Octyldecylphthalate